C1(=CC=CC=C1)C1=NC(=NC(=C1)C1=CC=CC=C1)C=1C=C(C=C(C1)N1C2=CC=C(C=C2C=2C=C(C=CC12)N1C2=C(C3=CC=CC=C13)C=CC=N2)N2C1=C(C3=CC=CC=C23)C=CC=N1)N1C2=CC=C(C=C2C=2C=C(C=CC12)N1C2=C(C3=CC=CC=C13)C=CC=N2)N2C1=C(C3=CC=CC=C23)C=CC=N1 9,9',9'',9'''-((5-(4,6-diphenylpyrimidin-2-yl)-1,3-phenylene)bis(9H-carbazole-9,3,6-triyl))tetrakis(9H-pyrido[2,3-b]indole)